N-{(S)-1-[2-{[(S)-1-(4-fluorophenyl)ethyl]amino}-6-(pyrazin-2-ylamino)pyrimidin-4-yl]pyrrolidine-3-yl}acetamide FC1=CC=C(C=C1)[C@H](C)NC1=NC(=CC(=N1)N1C[C@H](CC1)NC(C)=O)NC1=NC=CN=C1